1-[5-fluoro-1-methyl-6-(4-piperidyl)indazol-3-yl]hexahydropyrimidine-2,4-dione hydrochloride Cl.FC=1C=C2C(=NN(C2=CC1C1CCNCC1)C)N1C(NC(CC1)=O)=O